N12CCN(C(CC1)CC2)C2=CC=C(C=C2)NC2=NC=CC(=N2)C=2C(=NN(C2)CC)C=2C=NC=CC2 N-(4-(1,4-Diazabicyclo[3.2.2]nonan-4-yl)phenyl)-4-(1-ethyl-3-(pyridin-3-yl)-1H-pyrazol-4-yl)pyrimidin-2-amine